1-(2-(4-(Pyridin-2-yl)2H-pyran-4-yl)ethyl)-4-(6-(trifluoromethyl)pyridin-2-yl)piperazine N1=C(C=CC=C1)C1(CCOC=C1)CCN1CCN(CC1)C1=NC(=CC=C1)C(F)(F)F